CN1C(=NC2=C1C=CC=C2)COC=2C=C1C(=CC(=NC1=CC2)C(=O)N2CCC(CC2)(C#N)C2=CC=CC=C2)C(=O)N2CCCCC2 1-(6-((1-methyl-1H-benzo[d]-imidazol-2-yl)methoxy)-4-(piperidine-1-carbonyl)quinoline-2-carbonyl)-4-phenyl-piperidine-4-carbonitrile